6-methoxy-2-oxo-3,4-dihydro-1H-quinoline-3-carboxylic acid methyl ester COC(=O)C1C(NC2=CC=C(C=C2C1)OC)=O